2-((4-bromobenzyl)oxy)-5-fluorobenzaldehyde BrC1=CC=C(COC2=C(C=O)C=C(C=C2)F)C=C1